Ethyl (1r,3s)-3-(3-methoxy-3-oxopropyl)-3-nitrocyclobutane-1-carboxylate COC(CCC1(CC(C1)C(=O)OCC)[N+](=O)[O-])=O